tert-Butyl (4-(4-amino-7-(1-(1-isopropylpiperidin-4-yl)-1H-pyrazol-4-yl)pyrrolo[2,1-F][1,2,4]triazin-5-yl)-2-methoxyphenyl)carbamate NC1=NC=NN2C1=C(C=C2C=2C=NN(C2)C2CCN(CC2)C(C)C)C2=CC(=C(C=C2)NC(OC(C)(C)C)=O)OC